N-(3-Aminophenyl)sulfonyl-2-(4,4-dimethyl-1-piperidyl)-6-(3-fluoro-5-isobutoxyphenyl)pyridin-3-carboxamid NC=1C=C(C=CC1)S(=O)(=O)NC(=O)C=1C(=NC(=CC1)C1=CC(=CC(=C1)OCC(C)C)F)N1CCC(CC1)(C)C